The molecule is a tetracyclic triterpenoid that is the 7-oxo derivative of cucurbitadienol. Isolated from Trichosanthes kirilowii, it exhibits anti-inflammatory activity. It has a role as a metabolite and an anti-inflammatory agent. It is a cyclic terpene ketone and a tetracyclic triterpenoid. It derives from a cucurbitadienol. It derives from a hydride of a cucurbitane. C[C@H](CCC=C(C)C)[C@H]1CC[C@@]2([C@@]1(CC[C@@]3([C@H]2C(=O)C=C4[C@H]3CC[C@@H](C4(C)C)O)C)C)C